C(C)(C)(C)OC(=O)N1C(CC(CC1)N1N=CN(C1=O)CC1=CC=CC=C1)=O 4-(4-benzyl-5-oxo-4,5-dihydro-1H-1,2,4-triazol-1-yl)-2-oxopiperidine-1-carboxylic acid tert-butyl ester